3-(4-((2-aminoethyl)thio)-1,2,5-oxadiazol-3-yl)-4-(3-bromo-4-fluorophenyl)-1,2,4-oxadiazol-5(4H)-one HCL salt Cl.NCCSC=1C(=NON1)C1=NOC(N1C1=CC(=C(C=C1)F)Br)=O